1,4-hexanediol C(CCC(CC)O)O